C(CCCCCCC)C1=CC=C(C=C1)NC1=CC=C(C=C1)CCCCCCCC di(p-octylphenyl)amine